5-[1-(2-Fluoro-4-propoxybenzoyl)piperidin-4-yl]-4-methoxypyridin-2-amine FC1=C(C(=O)N2CCC(CC2)C=2C(=CC(=NC2)N)OC)C=CC(=C1)OCCC